2-(3,8-diazabicyclo[3.2.1]octan-8-yl)-N,N-diethyl-5,7-dihydro-6H-pyrrolo[3,4-b]pyridine-6-carboxamide C12CNCC(CC1)N2C2=CC=C1C(=N2)CN(C1)C(=O)N(CC)CC